FC1=C(CNC([C@@H](C)NC(OC(C)(C)C)=O)=O)C=CC=C1 tert-butyl (R,S)-(1-((2-fluorobenzyl)amino)-1-oxopropan-2-yl)carbamate